3-(1-(3-(2H-1,2,3-triazol-2-yl)propyl)pyrrolidin-3-yl)-1H-indole 3-(2H-1,2,3-triazol-2-yl)propyl-methanesulfonate N=1N(N=CC1)CCCCS(=O)(=O)O.N=1N(N=CC1)CCCN1CC(CC1)C1=CNC2=CC=CC=C12